O=C1NC(CCC1N1C(C2=CC=C(C=C2C1=O)NCCC[C@@H]1C[C@H](C1)N1N=CC(=C1)C1=NC=CC=C1C)=O)=O 2-(2,6-dioxopiperidin-3-yl)-5-((3-(trans-3-(4-(3-methylpyridin-2-yl)-1H-pyrazol-1-yl)cyclobutyl)propyl)amino)isoindoline-1,3-dione